FC=1C=C(C#N)C=CC1N1CC(N(C2(CN(C2)C2=C(C=CC=C2)NC)C1=O)CC1=CC=C(C=C1)C(F)(F)F)=O 3-fluoro-4-(2-(2-(methylamino)phenyl)-6,9-dioxo-5-(4-(trifluoromethyl)benzyl)-2,5,8-triazaspiro[3.5]nonan-8-yl)benzonitrile